O1C(CCC1)C(C)(C)C1OCCC1 bis(2-tetrahydrofuranyl)propane